C(C)(C)(C)[C@@H]1CC=2C=C(C(=NC2C=2N1C=C(C(C2)=O)C(=O)OCC)CO)O ethyl (S)-6-(tert-butyl)-3-hydroxy-2-(hydroxymethyl)-10-oxo-5,10-dihydro-6H-pyrido[1,2-h][1,7]naphthyridine-9-carboxylate